5-((S)-2-methylazetidin-1-yl)pyrido[3,4-b]pyrazine C[C@@H]1N(CC1)C1=NC=CC=2C1=NC=CN2